(6,7-diacetoxy-2-methyl-5,6,7,7a-tetrahydro-3aH-pyrano[3,2-d]oxazol-5-yl)methyl acetate C(C)(=O)OCC1C(C(C2N=C(OC2O1)C)OC(C)=O)OC(C)=O